C(CCC=CCCC)CNC1=CC=C(C=C1)SC N-(oct-4-en-1-ylmethyl)-4-(methylthio)aniline